tert-butyl (R or S)-2-(4-bromophenyl)-2,3,4,5a,6,7,8,9-octahydro-5H-1,2,5,7-tetraazabenzo[cd]azulene-5-carboxylate BrC1=CC=C(C=C1)N1N=C2CCNC[C@H]3C2=C1CCN3C(=O)OC(C)(C)C |o1:14|